NC(C(=O)N[C@](N)(CCC(C=[N+]=[N-])=O)C(=O)O)CC(C)C 2-(2-amino-4-methylpentanamido)-6-diazo-5-oxonorleucine